1-Methyl-4-((3-((4-(trifluoromethyl)phenyl)carbamoyl)-1H-pyrrol-1-yl)sulfonyl)-1H-pyrrole-2-carboxylic acid CN1C(=CC(=C1)S(=O)(=O)N1C=C(C=C1)C(NC1=CC=C(C=C1)C(F)(F)F)=O)C(=O)O